[Br-].[Si](C)(C)(C(C)(C)C)OC1(CCCCC1)C#C 1-(tert-butyldimethylsilyloxy)cyclohexyl-acetylene bromide